C(C)(C)(C)OC(=O)N1CCN(CC1)C1=CC(=CC(=C1)B1OC(C(O1)(C)C)(C)C)CC.C1(CC1)S(=O)(=O)N1CCN(CC1)CC1=CC=C(C(=O)N)C=C1 4-((4-(cyclopropylsulfonyl)piperazin-1-yl)methyl)benzamide tert-butyl-4-(3-ethyl-5-(4,4,5,5-tetramethyl-1,3,2-dioxaborolan-2-yl)phenyl)piperazine-1-carboxylate